C(C1=CC=CC=C1)N1C[C@@]2([C@](C1)(C(OC2=O)=O)C)C Racemic-(cis)-5-Benzyl-3a,6a-dimethyltetrahydro-1H-furo[3,4-c]pyrrole-1,3(3aH)-dione